C(C)(C)(C)OC(=O)N1[C@H]2CN([C@@H](C1)C2)CCN2C1=CC=C(C=C1OC=1C=C(C=CC21)C=2C=C1C=NNC1=CC2)C=2C=C1C=NNC1=CC2.C(C2=CC=CC=C2)(=O)NCC2=C(SC=C2)S(=O)(=O)N (Benzoylaminomethyl)thiopheneSulfonamide tert-butyl-(1R,4R)-5-(2-(3,7-di(1H-indazol-5-yl)-10H-phenoxazin-10-yl)ethyl)-2,5-diazabicyclo[2.2.1]heptane-2-carboxylate